C(C)(C)OC1=C(N=CC=2N1N=C(N2)N[C@@H]2[C@@H](CN(CC2)C(=O)OC(C)(C)C)C)C=2C=NNC2 tert-butyl (3R,4S)-4-[[5-isopropoxy-6-(1H-pyrazol-4-yl)-[1,2,4]triazolo[1,5-a]pyrazin-2-yl] amino]-3-methyl-piperidine-1-carboxylate